1-(pentan-3-yl)-N-((4,6-dimethyl-2-oxo-1,2-dihydropyridin-3-yl)methyl)-1H-indole-4-carboxamide CCC(CC)N1C=CC=2C(=CC=CC12)C(=O)NCC=1C(NC(=CC1C)C)=O